carboxycholesterol acetate C(C)(=O)O[C@@H]1CC2=CC[C@H]3[C@@H]4CC[C@H]([C@@H](CCCC(CC(=O)O)C)C)[C@]4(CC[C@@H]3[C@]2(CC1)C)C